CN1C=CN2N=CC(=C21)C(=O)N2CC1(C2)CC(C1)N(C([O-])=O)C=1C=NC=C(C1)C(F)(F)F 2-(1-methyl-1H-imidazo[1,2-b]pyrazole-7-carbonyl)-2-azaspiro[3.3]heptan-6-yl(5-(trifluoromethyl)pyridin-3-yl)carbamate